N,N-di-2-naphthyl-p-phenylenediamine C1=CC=C2C=C(C=CC2=C1)N(C3=CC=C(C=C3)N)C4=CC5=CC=CC=C5C=C4